acetic acid 2,2,2-trifluoroacetate FC(C(=O)O)(F)F.C(C)(=O)O